C(OC(C=O)C1=CC=CC=C1)(OC(C)C)=O 2-oxo-1-Phenylethyl isopropyl carbonate